C(CCCCCCCCCCCCC)[N+](C)(C)[O-] Tetradecyl-dimethylamin-N-oxid